FC(S(=O)(=O)C=1C(=NC=CC1)NC1=CC(=NC=C1C(CC)=O)NC(=O)C1CC1)F N-(4-((3-((difluoromethyl)sulfonyl)pyridin-2-yl)amino)-5-propionylpyridin-2-yl)cyclopropanecarboxamide